CC1=C(C(=CC=C1)C(F)(F)F)COC=1C=NC(=NC1)N1C(N(C(C1)=O)COCC[Si](C)(C)C)=O 1-(5-{[2-methyl-6-(trifluoromethyl)phenyl]methoxy}pyrimidin-2-yl)-3-{[2-(trimethylsilyl)ethoxy]methyl}imidazolidine-2,4-dione